N-[1-(8-cyano-quinolin-5-yl)-5,5-difluoro-piperidin-3-yl]-2-dimethylamino-acetamide C(#N)C=1C=CC(=C2C=CC=NC12)N1CC(CC(C1)(F)F)NC(CN(C)C)=O